benzyl ((2S)-1,1-dicyclopropyl-3-oxo-3-((2-(((S)-2-oxo-4-(trifluoromethyl)imidazolidin-1-yl)methyl)-2,3-dihydrobenzofuran-6-yl)amino)propan-2-yl)carbamate C1(CC1)C([C@@H](C(NC1=CC2=C(CC(O2)CN2C(N[C@@H](C2)C(F)(F)F)=O)C=C1)=O)NC(OCC1=CC=CC=C1)=O)C1CC1